COCOC1=C(C=CC=C1)C1=CC2=C(N=N1)N(C(=C2N2CCOCC2)C2=C[C@H]1COC[C@@H](C2)N1C(=O)OC(C)(C)C)COCC[Si](C)(C)C tert-butyl (1R,5S)-7-(3-(2-(methoxymethoxy)phenyl)-5-morpholino-7-((2-(trimethylsilyl)ethoxy)methyl)-7H-pyrrolo[2,3-c]pyridazin-6-yl)-3-oxa-9-azabicyclo[3.3.1]non-6-ene-9-carboxylate